N-(6-methyl-5,6-dihydropyrido[3,4-h][1,6]naphthyridin-7-yl)cyclopropanecarboxamide CN1CC=2C=CC=NC2C2=C1C(=NC=C2)NC(=O)C2CC2